(Z)-1,1,1,4,4,4-Hexafluorobut-2-en FC(\C=C/C(F)(F)F)(F)F